6-(4-(4-(3-(trifluoromethyl)phenyl)piperazin-1-yl)butoxy)indolin-2-one FC(C=1C=C(C=CC1)N1CCN(CC1)CCCCOC1=CC=C2CC(NC2=C1)=O)(F)F